1-(acetyloxy)-3-[(4-{[3-(4-{[(3S,4R)-3-fluoro-1-methylpiperidin-4-yl]amino}-1-(2,2,2-trifluoroethyl)-1H-indol-2-yl)prop-2-yn-1-yl]amino}-3-methoxyphenyl)formamido]propan-2-yl acetate C(C)(=O)OC(COC(C)=O)CNC(=O)C1=CC(=C(C=C1)NCC#CC=1N(C2=CC=CC(=C2C1)N[C@H]1[C@H](CN(CC1)C)F)CC(F)(F)F)OC